1-(2,6-difluorophenyl)-1H-imidazole-4-carboxamide FC1=C(C(=CC=C1)F)N1C=NC(=C1)C(=O)N